C(C)(C)(C)OC(=O)N1CC2NC(=NC2C1)C1=NNC2=NC(=CC=C21)Br 2-(6-bromo-1H-pyrazolo[3,4-b]pyridin-3-yl)-3a,4,6,6a-tetrahydropyrrolo[3,4-d]imidazole-5(1H)-carboxylic acid tert-butyl ester